Octacosa-13,16-dienoic acid C(CCCCCCCCCCCC=CCC=CCCCCCCCCCCC)(=O)O